C(C1=CC=CC=C1)N1C=CC2=C(C=C(C=C12)C1=CN(C2=C(N=CC=C21)O)CC(C=C)=O)NS(=O)(=O)C N-(1-benzyl-6-(7-hydroxy-1-(2-oxobut-3-en-1-yl)-1H-pyrrolo[2,3-c]pyridin-3-yl)-1H-indol-4-yl)methanesulfonamide